2-(2,8-dimethylimidazo[1,2-b]pyridazin-6-yl)pyrido[1,2-a]pyrimidin-4-one CC=1N=C2N(N=C(C=C2C)C=2N=C3N(C(C2)=O)C=CC=C3)C1